N[C@H]1C[C@@H](CCC1)NC(OC(C)(C)C)=O Tert-butyl (1R,3R)-3-aminocyclohexylcarbamate